C1=NC=C(C2=CC=CC=C12)N1C(N(C[C@H]1C#N)C=1C=NC=C(C1)C(F)(F)F)=O (S)-3-(isoquinolin-4-yl)-2-oxo-1-(5-(trifluoromethyl)pyridin-3-yl)imidazoline-4-carbonitrile